C(C1=CC=CC=C1)C1(CCCCC1)NC(=O)C=1C=C2C(=NC1)N(C=C2)C N-(1-benzylcyclohexyl)-1-methyl-1H-pyrrolo[2,3-b]pyridine-5-carboxamide